C1(CC1)CN1C=C(C2=NN(C(C(=C21)C=2C=NC(=CC2)C2CC2)=O)C2=CC1=CN(N=C1C=C2)C)C(=O)N(C)C 5-(cyclopropylmethyl)-4-(6-cyclopropylpyridin-3-yl)-N,N-dimethyl-2-(2-methyl-2H-indazol-5-yl)-3-oxo-3,5-dihydro-2H-pyrrolo[3,2-c]pyridazine-7-carboxamide